FC12CCCCC2CCCC1 fluorobicyclo[4.4.0]decane